1-(2-chloro-4-((6-methoxy-7-(3-(pyrrolidin-1-yl)propoxy)quinazolin-4-yl)oxy)phenyl)-3-(1-cyclopentyl-1H-pyrazol-5-yl)urea ClC1=C(C=CC(=C1)OC1=NC=NC2=CC(=C(C=C12)OC)OCCCN1CCCC1)NC(=O)NC1=CC=NN1C1CCCC1